N-((3-(dimethylamino)pyridin-2-yl)carbamothioyl)-5-isopropoxy-4-(trifluoromethyl)picolinimidamide CN(C=1C(=NC=CC1)NC(=S)NC(C1=NC=C(C(=C1)C(F)(F)F)OC(C)C)=N)C